C(#N)C=1C=NC(=NC1)NC(=O)[C@H]1CC[C@H]2[C@@H]3CC[C@@H]4C[C@@](CC[C@@H]4[C@H]3CC[C@]12C)(O)COCC (3R,5R,8R,9R,10S,13S,14S,17S)-N-(5-cyanopyrimidin-2-yl)-3-(ethoxymethyl)-3-hydroxy-13-methylhexadecahydro-1H-cyclopenta[a]phenanthrene-17-carboxamide